C(C1=CC=CC=C1)N1C2=C(O[C@@H](C1=O)C)C=C(C(=C2)C#N)[N+](=O)[O-] (R)-4-benzyl-2-methyl-7-nitro-3-oxo-3,4-dihydro-2H-benzo[b][1,4]oxazine-6-carbonitrile